BrC=1C=C2C=3C=C(C=CC3NC2=CC1)CC(=O)O 2-(6-Bromo-9H-carbazol-3-yl)acetic acid